BrC=1N=NN(C1)CCC#N 3-(4-bromotriazol-1-yl)propanenitrile